bis(1,3-bis(nonanoyloxy) propan-2-yl) 4-hydroxypimelate OC(CCC(=O)OC(COC(CCCCCCCC)=O)COC(CCCCCCCC)=O)CCC(=O)OC(COC(CCCCCCCC)=O)COC(CCCCCCCC)=O